C1(=CC=CC=C1)N1NC(=CC1C1=C(C=CC=C1C(C)(C)C)C(C)(C)C)C=CC1=C(C=CC=C1C(C)(C)C)C(C)(C)C 1-phenyl-3-(2,6-di-tert-butyl-styryl)-5-(2,6-di-tert-butyl-phenyl)-pyrazoline